4',5'-Methylenedioxy-2'-nitroacetophenone C1OC2=CC(=C(C=C2O1)C(C)=O)[N+](=O)[O-]